N1C(=CC2=CC=CC=C12)C(=O)N1CC2C3CN(C4(CCN3NC2CC1)CC4)CCN4CCN(CC4)C 4'-(1H-indole-2-carbonyl)-13'-[2-(4-methylpiperazin-1-yl)ethyl]-4',8',9',13'-tetraazaspiro[cyclopropane-1,12'-tricyclo[7.5.0.02,7]tetradecane]